N-(3-chloro-5-methanesulfonamidophenyl)-5-methyl-4-(4,4,5,5-tetramethyl-1,3,2-dioxaborolan-2-yl)thiophene-2-carboxamide ClC=1C=C(C=C(C1)NS(=O)(=O)C)NC(=O)C=1SC(=C(C1)B1OC(C(O1)(C)C)(C)C)C